montanyl hexatriacontanoate C(CCCCCCCCCCCCCCCCCCCCCCCCCCCCCCCCCCC)(=O)OCCCCCCCCCCCCCCCCCCCCCCCCCCCC